[Cl-].C(=O)C[N+](C)(C)C (Formylmethyl)trimethylammonium chloride